(R)-3-(3-bromo-5-(3-(methoxymethyl)morpholino)phenyl)oxetan-3-ol tert-butyl-(4S)-4-[1-(3-tert-butoxy-3-oxo-propoxy)-3-methyl-butyl]-2,2-dimethyl-oxazolidine-3-carboxylate C(C)(C)(C)[C@@]1(N(C(OC1)(C)C)C(=O)OC1(COC1)C1=CC(=CC(=C1)N1[C@@H](COCC1)COC)Br)C(CC(C)C)OCCC(=O)OC(C)(C)C